N-(2-(7-methoxynaphthalen-1-yl)ethyl)-N-methylcyclopropanamine fumarate C(\C=C\C(=O)O)(=O)O.COC1=CC=C2C=CC=C(C2=C1)CCN(C1CC1)C